C(CCCCCCC(C)C)OC(C=1C=C(C(=O)OCCC(C)C)C=CC1)=O isophthalic acid (isopentyl) (isodecyl) ester